ClCC1=NN=C(O1)C1=NC=C(C#N)C(=C1)C 6-(5-(chloromethyl)-1,3,4-oxadiazol-2-yl)4-methylnicotinonitrile